(2S)-2-[[(2S)-2-amino-4-methyl-pentanoyl]amino]-3-[5-[bis(2-chloroethyl)amino]-1-methyl-benzimidazol-2-yl]propanoic acid ethyl ester dihydrochloride Cl.Cl.C(C)OC([C@H](CC1=NC2=C(N1C)C=CC(=C2)N(CCCl)CCCl)NC([C@H](CC(C)C)N)=O)=O